BrCCCOC1=CC=C(C=C1)C(\C=C\C1=CC=C(C=C1)OC)=O (E)-1-(4-(3-bromopropyloxy)phenyl)-3-(4-methoxyphenyl)prop-2-en-1-one